C(C1=CC=CC=C1)OC=1C(C=CN2N(CN(C(C21)=O)CC2CC2)C21C(=CC3=CC=CC=C23)CC=2C=CC=CC21)=O 5-(benzyloxy)-3-(cyclopropylmethyl)-1-(indeno[1,2-a]inden-4b(9H)-yl)-2,3-dihydro-1H-pyrido[2,1-f][1,2,4]triazine-4,6-dione